CC([C@@H](C(=O)N1[C@@H]([C@@H](CC1)CC)C(=O)O)NC(C(F)(F)F)=O)(C)C (2S,3R)-1-[(2S)-3,3-dimethyl-2-[(2,2,2-trifluoroacetyl)amino]butanoyl]-3-ethyl-pyrrolidine-2-carboxylic acid